tert-butyl (1R,5S)-3-(7-chloro-8-fluoro-2-((1-(pyrrolidin-1-ylmethyl)Cyclopropyl)methoxy)pyrido[4,3-d]pyrimidin-4-yl)-3,8-diazabicyclo[3.2.1]octane-8-carboxylate ClC1=C(C=2N=C(N=C(C2C=N1)N1C[C@H]2CC[C@@H](C1)N2C(=O)OC(C)(C)C)OCC2(CC2)CN2CCCC2)F